1-[6-(2-methylbenzoyl)-9-ethylcarbazol-3-yl]-1-cyclohexyl-methane-1-one-oxime acetate C(C)(=O)O.CC1=C(C(=O)C=2C=C3C=4C=C(C=CC4N(C3=CC2)CC)C(=NO)C2CCCCC2)C=CC=C1